3-(diethylamino)propyl isothiocyanate C(C)N(CCCN=C=S)CC